N-(3-((5-(4-chlorophenyl)-1H-pyrazolo[3,4-b]pyridin-3-yl)sulfonyl)-2,4-difluorophenyl)propane-1-sulfonamide ClC1=CC=C(C=C1)C=1C=C2C(=NC1)NN=C2S(=O)(=O)C=2C(=C(C=CC2F)NS(=O)(=O)CCC)F